(1R,2R,4S,5S,6r)-N-(1-((3-cyclopropylpyridin-2-yl)oxy)-2-methylpropan-2-yl)-2,4-dimethyl-3-azabicyclo[3.1.0]hexane-6-carboxamide C1(CC1)C=1C(=NC=CC1)OCC(C)(C)NC(=O)C1[C@H]2[C@@H](N[C@@H]([C@@H]12)C)C